1-(3-chlorophenyl)-3-[[2-(difluoromethoxy)pyridin-4-yl]methyl]urea ClC=1C=C(C=CC1)NC(=O)NCC1=CC(=NC=C1)OC(F)F